BrC=1C=NN(C1)C1(CN(CC1)C(=O)OC(C)(C)C)C1=CC=CC=C1 tert-butyl 3-(4-bromopyrazol-1-yl)-3-phenyl-pyrrolidine-1-carboxylate